C(C)(=O)NNC([C@@H](CCCOC1=CC=C(C(=C1CN1C2=NC=NC(=C2N=C1)NC(OC(C)(C)C)=O)Cl)Cl)NC(=O)OC(C)(C)C)=O tert-butyl (R)-(9-(6-((5-(2-acetylhydrazinyl)-4-((tert-butoxycarbonyl)amino)-5-oxopentyl)oxy)-2,3-dichlorobenzyl)-9H-purin-6-yl)carbamate